5-(((1-(3-(2,3-dichlorophenyl)-1H-pyrazolo[3,4-b]pyrazin-6-yl)-4-methylpiperidin-4-yl)amino)methyl)-2-(2,6-dioxopiperidin-3-yl)-4-fluoroisoindoline-1,3-dione ClC1=C(C=CC=C1Cl)C1=NNC2=NC(=CN=C21)N2CCC(CC2)(C)NCC=2C(=C1C(N(C(C1=CC2)=O)C2C(NC(CC2)=O)=O)=O)F